((((S)-1-amino-1-oxobutan-2-yl)amino)methyl)hexanoic acid oxalate C(C(=O)O)(=O)O.NC([C@H](CC)NCC(C(=O)O)CCCC)=O